spiro[azetidine-3,3'-indoline]-2'-one N1C(C2(C3=CC=CC=C13)CNC2)=O